[Si](C)(C)(C(C)(C)C)O[C@H]1C[C@H](N(C1)C(=O)OC(C)(C)C)CO Tert-Butyl (2S,4S)-4-[(tert-butyldimethylsilyl)oxy]-2-(hydroxymethyl)pyrrolidine-1-carboxylate